BrC=1C=C(C(=NC1)F)OCC(=O)C=1C=NC(=CC1)C1CC1 2-((5-bromo-2-fluoropyridin-3-yl)oxy)-1-(6-cyclopropylpyridin-3-yl)ethan-1-one